CCN(CC)C(=O)C1=CC=CC=C1C N,N-Diethyltoluamide